C(C)(C)(C)OC(NC=1SC(=C(N1)C1=CC=CC=C1)OC1=NC=NC(=C1)NC1=CC(=CC=C1)S(N)(=O)=O)=O 4-phenyl-5-(6-(3-sulfamoylphenylamino)pyrimidin-4-yloxy)-thiazol-2-ylcarbamic acid tert-butyl ester